5-(2-(3-(2-((1,5-dimethyl-1H-pyrazol-3-yl)amino)-5-methylpyrimidin-4-yl)-1H-indol-7-yl)-1-oxoisoindolin-4-yl)pyridineamide CN1N=C(C=C1C)NC1=NC=C(C(=N1)C1=CNC2=C(C=CC=C12)N1C(C2=CC=CC(=C2C1)C=1C=CC(=NC1)C(=O)N)=O)C